(3aS,5S,6aR)-5-(2-fluorophenoxy)-2-((S)-2-hydroxy-2-(5-hydroxypyridin-2-yl)ethyl)hexahydrocyclopenta[c]pyrrol FC1=C(OC2C[C@H]3[C@H](CN(C3)C[C@@H](C3=NC=C(C=C3)O)O)C2)C=CC=C1